2-(2-(dimethylamino)ethoxy)benzoic acid HCl salt Cl.CN(CCOC1=C(C(=O)O)C=CC=C1)C